C(#N)N1C[C@@](CCC1)(F)C=1OC2=C(N1)C=C(C=C2)C2=CC(=NC=C2)C#N (R)-4-(2-(1-cyano-3-fluoropiperidin-3-yl)benzo[d]oxazol-5-yl)picolinenitrile